tert-butyl (R)-4-((1-chloroisoquinolin-5-yl)sulfonyl)-3-methylpiperazine-1-carboxylate ClC1=NC=CC2=C(C=CC=C12)S(=O)(=O)N1[C@@H](CN(CC1)C(=O)OC(C)(C)C)C